NC1=C2N(C(N(C2=NC=N1)C(C)C)=O)C1=CC=C(CNC(C2=C(C=CC(=C2)F)OC)=O)C=C1 N-(4-(6-amino-9-isopropyl-8-oxo-8,9-dihydro-7H-purin-7-yl)benzyl)-5-fluoro-2-methoxybenzamide